furan-2-yl(3-hydroxy-2-(pyridin-2-yl)-2,4,5,7-tetrahydro-6H-pyrazolo[3,4-c]pyridin-6-yl)methanone O1C(=CC=C1)C(=O)N1CC=2C(CC1)=C(N(N2)C2=NC=CC=C2)O